2-(4,5-dichloro-6-oxopyridazin-1(6H)-yl)-N-(4-methyl-3-((4-methylpiperazin-1-yl)sulfonyl)phenyl)acetamide ClC=1C=NN(C(C1Cl)=O)CC(=O)NC1=CC(=C(C=C1)C)S(=O)(=O)N1CCN(CC1)C